(E)-2-cyano-3-({4-[(5-fluoro-2-methoxyphenyl)sulfamoyl]phenyl}meth-yl)-1-(pyridin-4-yl)guanidine C(#N)/N=C(/NC1=CC=NC=C1)\NCC1=CC=C(C=C1)S(NC1=C(C=CC(=C1)F)OC)(=O)=O